N=1C=NN2C1C=C(C=C2)OC2=C(C=C(C=C2)NC2=NC=NN1C2=C(N=C1)C1CCN(CC1)C(\C=C\CN(C)C)=O)C (E)-1-(4-(4-((4-([1,2,4]triazolo[1,5-a]pyridin-7-yloxy)-3-methylphenyl)amino)imidazo[5,1-f][1,2,4]triazin-5-yl)piperidin-1-yl)-4-(dimethylamino)but-2-en-1-one